(1R,2S,5S)-3-(diphenylcarbamoyl)-8-(phenylsulfuryl)-3,8-diazabicyclo[3.2.1]octane-2-carboxylic acid C1(=CC=CC=C1)N(C(=O)N1[C@@H]([C@H]2CC[C@@H](C1)N2S(=O)(=O)C2=CC=CC=C2)C(=O)O)C2=CC=CC=C2